(3R)-3-methyl-4-{3-[3-methyl-1-(oxan-2-yl)-1H-pyrazol-5-yl]-7-(1-methyl-1H-1,2,4-triazol-5-yl)-[1,2]thiazolo[4,5-b]pyridin-5-yl}morpholine C[C@H]1N(CCOC1)C1=CC(=C2C(=N1)C(=NS2)C2=CC(=NN2C2OCCCC2)C)C2=NC=NN2C